C1(CC1)C1=NN(C2=CC=CC=C12)C1CC2(CC(C2)CCNC=2C=C3C(N(C(C3=CC2)=O)C2C(NC(CC2)=O)=O)=O)C1 5-((2-(6-(3-cyclopropyl-1H-indazol-1-yl)spiro[3.3]heptan-2-yl)ethyl)amino)-2-(2,6-dioxopiperidin-3-yl)isoindoline-1,3-dione